6-(1-methyl-1H-pyrazol-4-yl)-4-(4-(4,4,5,5-tetramethyl-1,3,2-dioxaborolan-2-yl)phenyl)pyrazolo[1,5-a]pyridine-3-carbonitrile CN1N=CC(=C1)C=1C=C(C=2N(C1)N=CC2C#N)C2=CC=C(C=C2)B2OC(C(O2)(C)C)(C)C